O=CCNC(=O)C1=NC(=NC=C1Br)SC N-(2-oxoethyl)-2-methylsulfanyl-5-bromopyrimidine-4-carboxamide